C(C)(C)(C)B1OC(C(O1)(C)C)(C)C 2-(tert-butyl)-4,4,5,5-tetramethyl-1,3,2-dioxaborolane